C(#N)C1=CC=C(C=C1)NC=1N=C(C2=C(N1)CCN(C2)C(=O)C2=NC=CN=C2)OC2=C(C=C(C#N)C=C2C)C 4-((2-((4-cyanophenyl)amino)-6-(pyrazine-2-carbonyl)-5,6,7,8-tetrahydropyrido[4,3-d]pyrimidin-4-yl)oxy)-3,5-dimethylbenzonitrile